NC1=C(C2=C(CN(CC2)C(=O)OC(C)(C)C)S1)C#N tert-butyl 2-amino-3-cyano-4,7-dihydrothieno[2,3-c]pyridine-6(5H)-carboxylate